tert-Butyl N-[1-(3-pyridyl)ethylideneamino]carbamate N1=CC(=CC=C1)C(C)=NNC(OC(C)(C)C)=O